N[C@@H](CCC(=O)OC(C)(C)C)C(=O)N tert-butyl (4S)-4,5-diamino-5-oxo-pentanoate